CC1(OB(OC1(C)C)C1=CC=CN1)C 5-(4,4,5,5-tetramethyl-1,3,2-dioxaborolan-2-yl)-1H-pyrrole